dihydro-1H-quinolin-2-one N1C(CCC2=CC=CC=C12)=O